benzyl 5-acetyl-2,3-dihydro-1H-indole-1-carboxylate C(C)(=O)C=1C=C2CCN(C2=CC1)C(=O)OCC1=CC=CC=C1